C(C)(C)(C)OC(=O)NCCC1=CC=C(C=C1)O N-(tert-butoxycarbonyl)tyramine